[W+4].[O-2].[Ti+4].[O-2].[O-2].[O-2] Titanium oxide Tungsten